ClC=1C(=C(C(=O)O)C(=CC1O)O)C 3-chloro-4,6-dihydroxy-2-methyl-benzoic acid